OC1=C(C(=O)OCCCCCC=CCC)C=CC=C1 non-6-en-1-yl 2-hydroxybenzoate